ClC=1C=CC2=C(NC(=N2)C2=CC=CC=C2)C1 6-chloro-2-phenyl-1H-benzo[d]imidazole